NC1=NC2=CC(=C(C=C2C=N1)Cl)[C@H]1[C@@H](CN(CC1)C(=O)OC(C)(C)C)F |o1:12,13| (3S,4S) or (3R,4R)-tert-butyl 4-(2-amino-6-chloroquinazolin-7-yl)-3-fluoropiperidine-1-carboxylate